ClC1=C(C(=O)OCC2CO2)C=C(C(=C1)C(=O)OCC1CO1)Cl diglycidyl 2,5-dichloroterephthalate